COC(CC=1C=C2C(=NN(C2=CC1)C1OCCCC1)C=C)=O.C(C1=CC=CC=C1)NNCC1=CC=CC=C1 N,N'-bis-benzyl-hydrazine methyl-2-(1-tetrahydropyran-2-yl-3-vinyl-indazol-5-yl)acetate